N1C=CC=2C1=NC=C(C2)C2=C1CN(CC1=CC=C2)C#N 4-(1H-pyrrolo[2,3-b]pyridin-5-yl)isoindoline-2-carbonitrile